C(C)(C)(C)C=1C=C(N(N1)C1=CC=C(C=C1)C)NC(=O)NC1=CC=C(C2=CC=CC=C12)OCCN1C=NC2=C1C=CC=C2 1-[5-tert-butyl-2-p-tolyl-2H-pyrazol-3-yl]-3-[4-(2-benzoimidazol-1-yl-ethoxy)naphthalen-1-yl]-urea